FC(CN1N=NC=2C1=NC(=CC2)C=2C=CN1N=C(N=C(C12)NC)N[C@@H]1[C@@H](CN(CC1)C1COC1)F)F 5-(3-(2,2-Difluoroethyl)-3H-[1,2,3]triazolo[4,5-b]pyridin-5-yl)-N2-((3R,4S)-3-fluoro-1-(oxetan-3-yl)piperidin-4-yl)-N4-methylpyrrolo[2,1-f][1,2,4]triazine-2,4-diamine